monosodium urate C12=C(NC(=O)NC1=O)[N-]C(=O)N2.[Na+]